ClC=1N=CC=2N(C=3C=CC(=CC3C2N1)C1=CC=C2CCNCC2=C1)CC(F)(F)F chloro-8-(1,2,3,4-tetrahydroisoquinolin-7-yl)-5-(2,2,2-trifluoroethyl)pyrimido[5,4-b]indole